NC1=NN=C(S1)OCCN1C(C2=CC=CC=C2C1=O)=O (2-((5-amino-1,3,4-thiadiazol-2-yl)oxy)ethyl)isoindoline-1,3-dione